(4-nitrophenyl) 2-chloropropanoate ClC(C(=O)OC1=CC=C(C=C1)[N+](=O)[O-])C